ClC1=C(C(=O)NCC(N2CCC(CC2)OCC=2C(=NOC2C)C)C2=C(N=CS2)C(F)F)C(=CC=C1)F 2-chloro-N-{2-[4-(difluoromethyl)-1,3-thiazol-5-yl]-2-{4-[(dimethyl-1,2-oxazol-4-yl)methoxy]piperidin-1-yl}ethyl}-6-fluorobenzamide